tert-butyl 5-(4-(((2-fluorophenyl) amino) methyl)-2-(6-methylpyridin-2-yl)-1H-imidazol-1-yl)-1H-indazole-1-carboxylate FC1=C(C=CC=C1)NCC=1N=C(N(C1)C=1C=C2C=NN(C2=CC1)C(=O)OC(C)(C)C)C1=NC(=CC=C1)C